(2R,4S)-N-((S)-1-(((R)-2-amino-6,7-dihydro-5H-cyclopenta[b]pyridin-5-yl)amino)-1-oxopropan-2-yl)-4-(4-(trifluoromethyl)benzyl)pyrrolidine-2-carboxamide NC1=CC=C2C(=N1)CC[C@H]2NC([C@H](C)NC(=O)[C@@H]2NC[C@H](C2)CC2=CC=C(C=C2)C(F)(F)F)=O